N-[(2,4-dimethoxyphenyl)methyl]-4-{4-[1-(3-hydroxypropyl)-3-methyl-1H-pyrazol-5-yl]-1-methyl-1H-imidazol-2-yl}-1-methyl-1H-pyrazolo[4,3-c]pyridine-6-carboxamide COC1=C(C=CC(=C1)OC)CNC(=O)C1=CC2=C(C(=N1)C=1N(C=C(N1)C1=CC(=NN1CCCO)C)C)C=NN2C